5-((1r,3r)-3-methyl-1-(4-methyl-4H-1,2,4-triazol-3-yl)cyclobutyl)benzene-1,3-diamine CC1CC(C1)(C1=NN=CN1C)C=1C=C(C=C(C1)N)N